C1(CC1)C1=NN2C(=NN(C(C2=C1)=O)CC(=O)NC1=NC=NC=C1)CC 2-(2-cyclopropyl-7-ethyl-4-oxo-pyrazolo[1,5-d][1,2,4]triazin-5-yl)-N-pyrimidin-4-yl-acetamide